C(CCCCC)NCCC(C=CC=CC=CC(CC=CCC)O)O 1-(hexylamino)pentadeca-4,6,8,12-tetraene-3,10-diol